1-(trans-5-((2-chloro-3-(thiazol-4-yl)benzyl)oxy)octa-hydrocyclopenta[c]pyrrole-2-carbonyl)-1H-pyrazole-3-carboxylic acid ClC1=C(COC2CC3C(CN(C3)C(=O)N3N=C(C=C3)C(=O)O)C2)C=CC=C1C=1N=CSC1